FC(CCN1N=CC(=C1)C=1C=CC(=NC1C1=CC=2N(C=C1)C=C(N2)C)C#N)(C)C 5-[1-(3-fluoro-3-methylbutyl)-1H-pyrazol-4-yl]-6-(2-methylimidazo[1,2-a]pyridin-7-yl)pyridine-2-carbonitrile